Ethyl 2-(5-((3,3-difluoroazetidin-1-yl)methyl)-2-oxopyridin-1(2H)-yl)-4-methylpentanoate FC1(CN(C1)CC=1C=CC(N(C1)C(C(=O)OCC)CC(C)C)=O)F